O=C1NC(CCC1N1C(N(C2=C1C=CC(=C2)[C@@H]2[C@H](CN(CC2)CC(=O)NC2=CC1=CC(=C(C(=C1C=C2)F)N2S(NC(C2)=O)(=O)=O)O)F)C)=O)=O 2-[(3R,4R)-4-[1-(2,6-dioxo-3-piperidyl)-3-methyl-2-oxo-benzimidazol-5-yl]-3-fluoro-1-piperidyl]-N-[5-fluoro-7-hydroxy-6-(1,1,4-trioxo-1,2,5-thiadiazolidin-2-yl)-2-naphthyl]acetamide